Methyl (Z)-1-(4-amino-2-fluorobut-2-en-1-yl)-4-(3-(ethylsulfonyl)phenyl)-1H-benzo[d]imidazole-6-carboxylate hydrochloride Cl.NC\C=C(\CN1C=NC2=C1C=C(C=C2C2=CC(=CC=C2)S(=O)(=O)CC)C(=O)OC)/F